S(SC=1C=CC(=C(C(=O)O)C1)[N+](=O)[O-])C=1C=CC(=C(C(=O)O)C1)[N+](=O)[O-] 5,5'-Disulfanediylbis(2-nitrobenzoic acid)